ClC1=C(C=C(C=C1)[C@@H]1O[C@@H]([C@H]([C@@H]([C@H]1O)O)O)CO)CC1=CC=C(C=C1)OCC (2S,3R,4R,5S,6R)-2-[4-chloro-3-(4-ethoxybenzyl)phenyl]-6-(hydroxymethyl)tetrahydro-2H-pyran-3,4,5-triol